2,2,2-Trifluoro-ethyl methacrylate C(C(=C)C)(=O)OCC(F)(F)F